cis-Ethyl-8-((4-fluoro-3-methylphenyl)carbamoyl)-7-methyl-3a,4,10,10a-tetrahydro-1H,7H-dipyrrolo[3,4-b:3',4'-f][1,4,5]oxathiazocin-2(3H)-carboxylat-5,5-dioxid C(C)C1N(CC2NS(C=3C(OCC21)=C(N(C3)C)C(NC3=CC(=C(C=C3)F)C)=O)(=O)=O)C(=O)[O-]